CC1CCC2=NN=C(N21)C2=CC=CC(=N2)N2C(C1=CC=CC=C1C2)=O 2-(6-(5-methyl-6,7-dihydro-5H-pyrrolo[2,1-c][1,2,4]triazol-3-yl)pyridin-2-yl)isoindolin-1-one